CC(C)(COP(=O)([O-])OP(=O)([O-])OC[C@@H]1[C@H]([C@H]([C@@H](O1)N2C=NC3=C(N=CN=C32)N)O[C@H]4[C@@H]([C@@H]([C@H](O4)COP(=O)([O-])[O-])O)O)O)[C@H](C(=O)NCCC(=O)NCCS)O The molecule is an organophosphate oxoanion that is the tetraanion formed from 2'-(5"-phosphoribosyl)-3'-dephospho-CoA by global deprotonation of the phosphate and diphosphate groups. Major species at pH 7.3. It is a conjugate base of a 2'-(5''-phosphoribosyl)-3'-dephospho-CoA.